C(CCC)OC1=C(C=CC=C1)NC(\C=C\C1=CC=C(C=C1)OC(F)(F)F)=O (E)-N-(2-butoxyphenyl)-3-(4-(trifluoromethoxy)phenyl)acrylamide